2-bromo-1-(6-methoxypyridin-3-yl)ethanone methyl-3-methyl-2-[3-[(1,1,2,2,3,3,4,4,4-nonafluorobutanesulfonyl)oxy]-1,2-oxazol-5-yl]butanoate COC(C(C(C)C)C1=CC(=NO1)OS(=O)(=O)C(C(C(C(F)(F)F)(F)F)(F)F)(F)F)=O.BrCC(=O)C=1C=NC(=CC1)OC